N-[(1r,4r)-4-fluorocyclohexyl]-4-(1,7-diaza-7-spiro[4.4]nonyl)-5-(3,5-difluorophenyl)nicotinamide FC1CCC(CC1)NC(C1=CN=CC(=C1N1CC2(CCCN2)CC1)C1=CC(=CC(=C1)F)F)=O